1-amino-benzene-3,4-dicarboxylic acid NC1=CC(=C(C=C1)C(=O)O)C(=O)O